C(C)(C)(C)OC(NCCC1=CN=C2N1C=C(C=C2)Br)=O [2-(6-bromo-imidazo[1,2-a]pyridin-3-yl)-ethyl]-carbamic acid tert-butyl ester